C1=CC=CC=2C3=CC=CC=C3C(C12)COC(=O)N[C@H](C(=O)O)CC=1OC=CN1 (S)-2-((((9H-fluoren-9-yl)methoxy)carbonyl)amino)-3-(oxazol-2-yl)propanoic acid